4-(4-((1R,5S)-3,8-diazabicyclo[3.2.1]octan-3-yl)-8-fluoro-2-(2-(pyrrolidin-1-yl)ethyl)quinazolin-7-yl)naphthalen-2-ol [C@H]12CN(C[C@H](CC1)N2)C2=NC(=NC1=C(C(=CC=C21)C2=CC(=CC1=CC=CC=C21)O)F)CCN2CCCC2